Methyl 6-chloro-7-(naphthalen-1-ylmethyl)-5-oxo-8-(3-(trifluoromethyl)phenyl)-2,3-dihydro-5H-thiazolo[3,2-a]pyridine-3-carboxylate dioxide ClC1=C(C(=C2N(C1=O)C(CS2(=O)=O)C(=O)OC)C2=CC(=CC=C2)C(F)(F)F)CC2=CC=CC1=CC=CC=C21